tert-butyl N-[(1S)-2-[[6-chloro-5-(cyclopropylcarbamoyl)-3-pyridyl]oxy]-1-methyl-ethyl]-N-(trifluoromethylsulfonyl)carbamate ClC1=C(C=C(C=N1)OC[C@H](C)N(C(OC(C)(C)C)=O)S(=O)(=O)C(F)(F)F)C(NC1CC1)=O